Methyl 4-{2-[(4-bromopyridin-2-yl)carbamoyl]ethyl}-1-methylpiperazine-2-carboxylate BrC1=CC(=NC=C1)NC(=O)CCN1CC(N(CC1)C)C(=O)OC